FC=1C=C(C=CC1C(F)(F)F)C(=O)N1C[C@]2(CC1)C=C(C(C(C2)(C)C)=O)C#N (5R)-2-[3-fluoro-4-(trifluoromethyl)benzene-1-carbonyl]-9,9-dimethyl-8-oxo-2-azaspiro[4.5]dec-6-ene-7-carbonitrile